NC1=C(N=C(S1)C1=C(C=CC=C1F)F)C(=O)NC=1C(=C2C(=NC1)[C@@](CC2)(C)O)N2C[C@H](CCC2)N 5-amino-N-{4-[(3S)-3-aminopiperidin-1-yl]-(7S)-7-hydroxy-7-methyl-6,7-dihydro-5H-cyclopenta[b]pyridin-3-yl}-2-(2,6-difluorophenyl)-1,3-thiazole-4-carboxamide